(4-amino-1-tert-butyl-pyrazolo[3,4-d]pyrimidin-3-yl)-N-methoxy-1H-indole-2-carboxamide NC1=C2C(=NC=N1)N(N=C2N2C(=CC1=CC=CC=C21)C(=O)NOC)C(C)(C)C